5-(8-oxa-2,5-diazaspiro[3.5]nonan-2-yl)-5-[4-[4-(trifluoromethoxy)phenoxy]phenyl]hexahydropyrimidine-2,4,6-trione C1N(CC12NCCOC2)C2(C(NC(NC2=O)=O)=O)C2=CC=C(C=C2)OC2=CC=C(C=C2)OC(F)(F)F